3-(4-Methyl-1-oxo-5-(pyridin-2-yl)isoindolin-2-yl)piperidine-2,6-dione CC1=C2CN(C(C2=CC=C1C1=NC=CC=C1)=O)C1C(NC(CC1)=O)=O